ClC1=C(C=C2C(=NC(=NC2=C1SC[C@H](CO)N1C(C2=CC=CC=C2C1)=O)O)O)C(F)(F)F (S)-2-(1-((7-chloro-2,4-dihydroxy-6-(trifluoromethyl)quinazolin-8-yl)thio)-3-hydroxypropan-2-yl)isoindolin-1-one